BrCCCOCCCNC(OC(C)(C)C)=O tert-butyl (3-(3-bromopropoxy)propyl)carbamate